4-(2-amino-6-naphthalen-1-yl-pyrimidin-4-yl)-6-naphthalen-1-yl-pyrimidin-2-amine NC1=NC(=CC(=N1)C1=NC(=NC(=C1)C1=CC=CC2=CC=CC=C12)N)C1=CC=CC2=CC=CC=C12